FC1=C(C=2C=NC(=NC2C=C1C1=C(C2=C(OC(CN2)(C)C)N=C1)C)NC1=CC=C2CCN(CC2=C1)C)N 6-fluoro-N~2~-(2-methyl-1,2,3,4-tetrahydroisoquinolin-7-yl)-7-(3,3,8-trimethyl-2,3-dihydro-1H-pyrido[2,3-b][1,4]oxazin-7-yl)quinazoline-2,5-diamine